(3-amino-5-(3-fluorophenyl)-1H-pyrazol-1-yl)(3,4,5-trimethoxyphenyl)methanone NC1=NN(C(=C1)C1=CC(=CC=C1)F)C(=O)C1=CC(=C(C(=C1)OC)OC)OC